2-(4-isopropyl-5-(8-methyl-[1,2,4]triazolo[1,5-a]pyridin-6-yl)-1H-pyrazol-3-yl)-N-(3,3,3-trifluoropropyl)-4,5,6,7-tetrahydrobenzo[d]thiazol-6-amine C(C)(C)C=1C(=NNC1C=1C=C(C=2N(C1)N=CN2)C)C=2SC1=C(N2)CCC(C1)NCCC(F)(F)F